Tributyl-(1-(2-thienyl)vinyl)stannane C(CCC)[Sn](C(=C)C=1SC=CC1)(CCCC)CCCC